2-(4,4-difluoropiperidin-1-yl)-6-methyl-4-oxo-4H-chromen FC1(CCN(CC1)C=1OC2=CC=C(C=C2C(C1)=O)C)F